OC1=C(C(=CC(=C1OC)OC)O)C(\C=C\C1=CC=C(C=C1)C1=CC(=CC=C1)\C=C\C(=O)C1=C(C=C(C=C1OC)OC)O)=O (E)-1-(2,6-Dihydroxy-3,4-dimethoxyphenyl)-3-[4-[3-[(E)-3-(2-hydroxy-4,6-dimethoxyphenyl)-3-oxoprop-1-enyl]phenyl]phenyl]prop-2-en-1-one